FC(C1=NC(=CC=C1C=1C=C(C(N(C1)C)=O)C)N1CCNCC1)F 5-[2-(difluoromethyl)-6-piperazin-1-yl-3-pyridinyl]-1,3-dimethyl-pyridin-2-one